4-(3-(cyclopentyloxy)-4-(difluoromethoxy)phenyl)pyrrolidine-2-carboxylic acid methyl ester hydrochloride Cl.COC(=O)C1NCC(C1)C1=CC(=C(C=C1)OC(F)F)OC1CCCC1